((tetrahydrofuran-2-yl)methyl)-1H-pyrazolo[3,4-d]pyrimidine-4,6-diamine O1C(CCC1)CN1N=CC=2C1=NC(=NC2N)N